N-phenyl-4-{2-[(piperidin-3-yl)amino]-5-(trifluoromethyl)pyrimidin-4-yl}-1H-pyrrol-2-carboxamide C1(=CC=CC=C1)NC(=O)C=1NC=C(C1)C1=NC(=NC=C1C(F)(F)F)NC1CNCCC1